3-(2-Chloro-4-pyridinyl)propan-1-ol magnesium sulfite S(=O)([O-])[O-].[Mg+2].ClC1=NC=CC(=C1)CCCO